stigmastanol CC[C@H](CC[C@@H](C)[C@H]1CC[C@H]2[C@@H]3CC[C@H]4C[C@@H](O)CC[C@]4(C)[C@H]3CC[C@]12C)C(C)C